Cl.CC1=NN=C(S1)CN (5-methyl-1,3,4-thiadiazol-2-yl)methylamine hydrochloride